N,N-diethylamine tetra(pentafluorophenyl)borate FC1=C(C(=C(C(=C1[B-](C1=C(C(=C(C(=C1F)F)F)F)F)(C1=C(C(=C(C(=C1F)F)F)F)F)C1=C(C(=C(C(=C1F)F)F)F)F)F)F)F)F.C(C)NCC